(3S)-3-methyl-4-[(4-methyloxan-4-yl)carbonyl]-8-[5-(trifluoromethyl)-1,2,4-oxadiazol-3-yl]-3,5-dihydro-2H-1,4-benzoxazepine C[C@H]1COC2=C(CN1C(=O)C1(CCOCC1)C)C=CC(=C2)C2=NOC(=N2)C(F)(F)F